OC1=CC(OC2=CC=C(C=C12)C)=O 4-hydroxyl-6-methyl-coumarin